C1CC12N(CCC2)CC(=O)NC=2C=C(C(=NC2)C)NC(=O)C2=NN=C1N2C=CC(=C1)C=1C=NC(=CC1)CO N-(5-(2-(4-azaspiro[2.4]heptan-4-yl)acetamido)-2-methylpyridin-3-yl)-7-(6-(hydroxymethyl)pyridin-3-yl)-[1,2,4]triazolo[4,3-a]pyridine-3-carboxamide